C(C)(=O)[O-].F[PH2+]F difluorophosphonium acetate